2-(3-(aminomethyl)-1-(1-(cis-4-isopropylcyclohexyl)piperidin-4-yl)-1H-indol-2-yl)ethan-1-ol NCC1=C(N(C2=CC=CC=C12)C1CCN(CC1)[C@@H]1CC[C@@H](CC1)C(C)C)CCO